[OH-].C(C)(C)(C)C1=CC=C(C(=O)[O-])C=C1.C(C)(C)(C)C1=CC=C(C(=O)[O-])C=C1.[Al+3] aluminum bis(4-tert-butylbenzoate) hydroxide